Cl.C(C)C1=NN=C(S1)C1=CC(=C(C(=O)N([C@H]2CNCCC2)C2=NC=CC3=CC=CC(=C23)C)C=C1)F (R)-4-(5-ethyl-1,3,4-thiadiazol-2-yl)-2-fluoro-N-(8-methylisoquinolin-1-yl)-N-(piperidin-3-yl)benzamide hydrochloride salt